(4-(5-fluoropyridin-2-yl)-1,2,3,4-tetrahydroquinoxaline-1-carboxamido)piperidine-1-carboxylate FC=1C=CC(=NC1)N1CCN(C2=CC=CC=C12)C(=O)NC1N(CCCC1)C(=O)[O-]